methyl 2-acetamido-2-desoxy-3-O-(β-D-glucopyranosyluronic acid)-4,6-di-O-sulfo-α-D-glucopyranoside trisodium salt [Na+].[Na+].[Na+].C(C)(=O)N[C@H]1[C@@H](OC)O[C@@H]([C@H]([C@@H]1O[C@H]1[C@H](O)[C@@H](O)[C@H](O)[C@H](O1)C(=O)[O-])OS(=O)(=O)[O-])COS(=O)(=O)[O-]